BrC1=C(C=CC(=N1)NN1C(C(=C(C1=O)C)C)=O)C(F)(F)F 1-{[6-bromo-5-(trifluoromethyl)(2-pyridyl)]amino}-3,4-dimethylazoline-2,5-dione